C1(=CC=CC=C1)CCCCCCN 6-phenylhexane-1-amine